C1(CCC1)C=1C(=NN(C1C1=CC(=C(C=C1)F)F)C)NC(=O)C1COC1 N-(4-cyclobutyl-5-(3,4-difluorophenyl)-1-methyl-1H-pyrazol-3-yl)oxetane-3-carboxamide